[N-](S(=O)(=O)C(F)(F)F)S(=O)(=O)C(F)(F)F.[Al+3].[N-](S(=O)(=O)C(F)(F)F)S(=O)(=O)C(F)(F)F.[N-](S(=O)(=O)C(F)(F)F)S(=O)(=O)C(F)(F)F aluminium bis(trifluoromethanesulfonyl)imide